(4-chlorophenyl)-3-(1-(3-fluoro-[1,1'-biphenyl]-4-yl)-2-oxopiperidin-3-yl)urea ClC1=CC=C(C=C1)NC(=O)NC1C(N(CCC1)C1=C(C=C(C=C1)C1=CC=CC=C1)F)=O